OCCCCOC(C=C)=O.CC(=CC(=O)N)C dimethylacrylamide 4-hydroxybutyl-acrylate